FC1=C(C=CC(=C1)C)NC1=NC=C(C(=N1)NN1C(OC2=C1C=CC=C2)=O)C (2-(2-fluoro-4-methylphenylamino)-5-methylpyrimidin-4-ylamino)benzo[d]oxazol-2(3H)-one